(3R)-1-[(2R)-2-[[4-(2-chloro-4-fluoro-phenyl)-7-quinolyl]oxy]propanoyl]piperidine-3-carboxylic acid ClC1=C(C=CC(=C1)F)C1=CC=NC2=CC(=CC=C12)O[C@@H](C(=O)N1C[C@@H](CCC1)C(=O)O)C